C(C)OC(CCC=1C(=C(C=CC1)C(C(=O)OC(C)(C)C)C)F)=O tert-butyl 2-[3-(3-ethoxy-3-oxo-propyl)-2-fluoro-phenyl]propanoate